Cl.Cl.FC1=NC=CC=C1C=1C=C2C(=NNC2=CC1)NC(=O)C1CCN(CC1)C N-[5-(2-fluoropyridin-3-yl)-1H-indazol-3-yl]-1-methylpiperidine-4-carboxamide dihydrochloride